N-(cis-4-tert-pentylcyclohexyl)-3,5-bis-[cis-4-tert-butylcyclohexylcarbonyl-amino]-benzamide Methyl-4-(2-chloro-5-methylpyrimidin-4-yl)-1H-pyrrole-2-carboxylate COC(=O)C=1NC=C(C1)C1=NC(=NC=C1C)Cl.C(C)(C)(CC)[C@H]1CC[C@H](CC1)NC(C1=CC(=CC(=C1)NC(=O)[C@@H]1CC[C@@H](CC1)C(C)(C)C)NC(=O)[C@@H]1CC[C@@H](CC1)C(C)(C)C)=O